benzo[d]thiazole-3(2H)-yl (3,5-dichloro-4-methoxyphenyl) ketone ClC=1C=C(C=C(C1OC)Cl)C(=O)N1CSC2=C1C=CC=C2